C(C=C)(=O)NC1=C(C=CC=C1)C1=NC=2C(=NC=CC2C2=CC(=C(CNC(=O)C3=NC(=NO3)C(C)(C)C)C=C2)S(=O)(=O)C)N1 N-(4-(2-(2-Acrylamidophenyl)-3H-imidazo[4,5-b]pyridin-7-yl)-2-(methylsulfonyl)benzyl)-3-(tert-butyl)-1,2,4-oxadiazole-5-carboxamide